bis(p-tert-butoxyphenyl)phenylsulfonium trifluoromethane-sulfonate FC(S(=O)(=O)[O-])(F)F.C(C)(C)(C)OC1=CC=C(C=C1)[S+](C1=CC=CC=C1)C1=CC=C(C=C1)OC(C)(C)C